[2,6-difluoro-3-(5-pyrimidin-5-yl-1H-pyrazolo[3,4-b]pyridine-3-carbonyl)phenyl]propane-1-sulfonamide FC1=C(C(=CC=C1C(=O)C1=NNC2=NC=C(C=C21)C=2C=NC=NC2)F)C(CC)S(=O)(=O)N